tert-butyl (1-((3,4-dichlorophenyl)ethynyl) cyclopentyl)carbamate ClC=1C=C(C=CC1Cl)C#CC1(CCCC1)NC(OC(C)(C)C)=O